C1(CC1)NC(=O)C1CN(CCC1)C(C1=CC=C(C=C1)NC(=O)NC12C[C@]3(C[C@](CC(C1)C3)(C2)C)C)=O N-cyclopropyl-1-(4-{3-[(1r,3R,5S,7r)-3,5-Dimethyladamantan-1-yl]ureido}benzoyl)piperidine-3-carboxamide